FC1=C(C(=O)O)C(=CC(=C1)C=O)F 2,6-DIFLUORO-4-FORMYLBENZOIC ACID